ClC=1C=CC(=C(CNCCNC(OCCCC)=O)C1)OCC Butyl (2-((5-chloro-2-ethoxybenzyl)amino)ethyl)carbamate